S1C(=NC2=C1C=CC=C2)C2N(CC(C2)O)C(C(C(C)C)N2N=NC(=C2)C2CC2)=O 1-(2-(benzo[d]thiazol-2-yl)-4-hydroxypyrrolidin-1-yl)-2-(4-cyclopropyl-1H-1,2,3-triazol-1-yl)-3-methylbutan-1-one